FC(CC[SiH]1O[SiH2]O[SiH2]O[SiH2]O1)(F)F Trifluoropropyl-Cyclotetrasilox-ane